CC1=CC=2N(N=C1N1CC=3C=C(C=NC3CC1)C1=CC(N(C=C1)C)=O)C(C=CN2)=O 8-methyl-7-(3-(1-methyl-2-oxo-1,2-dihydropyridin-4-yl)-7,8-dihydro-1,6-naphthyridin-6(5H)-yl)-4H-pyrimido[1,2-b]pyridazin-4-one